1-(((3,3-dibutyl-5-(4-fluorophenyl)-7-methylthio-1,1-dioxo-2,3,4,5-tetrahydrobenzo[b][1,4]thiazepin-8-yl)methyl)amino)cyclopropanecarboxylic acid C(CCC)C1(CN(C2=C(S(C1)(=O)=O)C=C(C(=C2)SC)CNC2(CC2)C(=O)O)C2=CC=C(C=C2)F)CCCC